CC1N(CCCC1)C(=O)C=1C=CC=2N(C1)C(=C(N2)C2=CC=C(C=C2)C)C2=CC=C(C#N)C=C2 4-(6-(2-methylpiperidine-1-carbonyl)-2-(p-tolyl)imidazo[1,2-a]pyridin-3-yl)benzonitrile